2-methyl-4-(4-hydroxyphenyl)benzoic acid CC1=C(C(=O)O)C=CC(=C1)C1=CC=C(C=C1)O